5-(2-hydroxyethyl)-amino-o-cresol OCCC1=CC(=C(C(=C1)O)C)N